FC1=C(OC[C@@H](/C=C/[C@H]2[C@@H](C[C@@H]3OC[C@H](CC[C@@H]32)CCCC(=O)O)O)O)C=C(C=C1)C(F)(F)F 4-[(3S,5aR,6R,7R,8aS)-6-{(1E,3R)-4-[2-fluoro-5-(trifluoromethyl)phenoxy]-3-hydroxy-1-buten-1-yl}-7-hydroxyoctahydro-2H-cyclopenta[b]oxepin-3-yl]butanoic acid